N[C@H](C(=O)OC)CC1CCC1 (S)-methyl 2-amino-3-cyclobutylpropionate